(3R)-3-({2-[2-(S-methylsulfonyl)phenyl][1,2,4]triazolo[1,5-c]quinazolin-5-yl}amino)azepan-2-one CS(=O)(=O)C1=C(C=CC=C1)C1=NN2C(=NC=3C=CC=CC3C2=N1)N[C@H]1C(NCCCC1)=O